N-(4-aminocyclohexyl)-2-oxoindoline NC1CCC(CC1)N1C(CC2=CC=CC=C12)=O